C(C)(C)(C)[C@@H]1CC=2C=C3C(=NC2CC1)SC(=N3)C(=O)N[C@H](CCN3CCC(CC3)O)C3=CC(=CC=C3)C(NC3CCN(CC3)C)=O (7S)-7-tert-butyl-N-[(1R)-3-(4-hydroxy-1-piperidyl)-1-[3-[(1-methyl-4-piperidyl)carbamoyl]phenyl]propyl]-5,6,7,8-tetrahydrothiazolo[5,4-b]quinoline-2-carboxamide